N-[1-[4-(4,4,5,5-tetramethyl-1,3,2-dioxaborolan-2-yl)phenyl]cyclopropyl]methanesulfonamide CC1(OB(OC1(C)C)C1=CC=C(C=C1)C1(CC1)NS(=O)(=O)C)C